[2-chloro-3-(3-chloro-2-piperazin-1-yl-6-quinolyl)phenyl]methanamine dihydrochloride Cl.Cl.ClC1=C(C=CC=C1C=1C=C2C=C(C(=NC2=CC1)N1CCNCC1)Cl)CN